benzyl 4-(((tert-butoxycarbonyl) amino) methyl)-4-methoxypiperidine-1-carboxylate C(C)(C)(C)OC(=O)NCC1(CCN(CC1)C(=O)OCC1=CC=CC=C1)OC